NCC(CN1N=CN(C1=O)C1=NC(=CC=C1)C1=CC(=C(C=C1)F)N(C)C)=C(F)F 2-[2-(aminomethyl)-3,3-difluoro-allyl]-4-[6-[3-(dimethylamino)-4-fluoro-phenyl]-2-pyridinyl]-1,2,4-triazol-3-one